ClCC=1C=C2CCCC(C2=CC1)N1CCN(CC1)C1=C(C=C(C#N)C=C1)F 4-(4-(6-(chloromethyl)-1,2,3,4-tetrahydronaphthalen-1-yl)piperazin-1-yl)-3-fluorobenzonitrile